C(C)(C)(C)C1=CC(=C(C(=O)O)C=C1)C1CC1 4-(tert-butyl)-2-cyclopropylbenzoic acid